OC=1C(=NC=CC1)C1=CC=CC=C1CCl L-3-hydroxypyridinebenzyl chloride